2-chloro-4-(dibenzo[b,d]thiophen-4-yl)-6-phenyl-1,3,5-triazine ClC1=NC(=NC(=N1)C1=CC=CC2=C1SC1=C2C=CC=C1)C1=CC=CC=C1